NCCC[Si](OCC)(OCC)OCC γ-(amino)propyltriethoxysilane